Thiazolidineone S1C(NCC1)=O